tert-butyl 7-[2-(benzyloxy)ethyl]-2-bromo-4-oxo-1H,6H,7H-pyrrolo[3,2-c]pyridine-5-carboxylate C(C1=CC=CC=C1)OCCC1C2=C(C(N(C1)C(=O)OC(C)(C)C)=O)C=C(N2)Br